FC1(CC(C1)NC(=O)C=1C=C(C=CC1)CC(=O)O)F 2-(3-((3,3-difluorocyclobutyl)carbamoyl)phenyl)acetic acid